N-[(1S,2S)-2-amino-1,2-diphenylethyl]-N-(chlororuthenio)-4-methylbenzene-1-sulfonamide N[C@H]([C@H](C1=CC=CC=C1)N(S(=O)(=O)C1=CC=C(C=C1)C)[Ru]Cl)C1=CC=CC=C1